2-tert-butyl-benzooxazole C(C)(C)(C)C=1OC2=C(N1)C=CC=C2